FC=1C=CC(=C(C(=O)OC(CNC)=O)C1)[N+](=O)[O-] (5-fluoro-2-nitrobenzoyl)-N-methylglycinate